N-[1-(3-bromo-1H-pyrazolo[3,4-d]pyrimidin-4-yl)piperidin-4-yl]-N-(4-chlorophenyl)-2-(diethylamino)ethanesulfonamide BrC1=NNC2=NC=NC(=C21)N2CCC(CC2)N(S(=O)(=O)CCN(CC)CC)C2=CC=C(C=C2)Cl